NC1=NN2C(C3=CC(=CC=C3C(=C2C(=O)OC)OCC2=CC=CC=C2)C(F)(F)F)=N1 Methyl 2-amino-6-(benzyloxy)-9-(trifluoromethyl)-[1,2,4]triazolo[5,1-a]isoquinoline-5-carboxylate